methyl 2-norbornene-2-carboxylate C12C(=CC(CC1)C2)C(=O)OC